Cl.CC1(CC2(CC(N1)(C)C)OC1(CCCCCCCCCCC1)NC2=O)C 2,2,4,4-tetramethyl-7-oxa-3,20-diazadispiro[5.1.11.2]heneicosan-21-one hydrochloride